S1C(=NC2=C1C=CC=C2)C2=CC(=C(OCCCCCCC(=O)NO)C(=C2)OC)OC 7-(4-(benzo[d]thiazol-2-yl)-2,6-dimethoxyphenoxy)-N-hydroxyheptanamide